5-Chloro-2-(4-fluoro-2-methyl-phenoxy)-4,6-dimethyl-pyridine-3-carbonitrile ClC=1C(=C(C(=NC1C)OC1=C(C=C(C=C1)F)C)C#N)C